CC1=C(C=NC(=C1)C(CC)=O)C1=NC=C2C=C(N=CC2=C1)NC(OC(C)(C)C)=O tert-butyl N-[7-(4-methyl-6-propanoylpyridin-3-yl)-2,6-naphthyridin-3-yl]carbamate